FC=1C(=NC=CC1)[C@@H]1N(CCC1)C1=NC=2N(C=C1)N=CC2N2N=CC(=C2)N2CC(CC2)O (1-(5-((R)-2-(3-fluoropyridin-2-yl)pyrrolidin-1-yl)pyrazolo[1,5-a]pyrimidin-3-yl)-1H-pyrazol-4-yl)pyrrolidin-3-ol